C(O)C(CO)(CO)CO tetramethylolmethane